C1(CC1)N1C(C2(C3=CC=CC=C13)CCCCC2)=O 1'-cyclopropyl-2'-oxospiro[cyclohexane-1,3'-indole]